C(C)N1C2=C(OC[C@@H](C1=O)NC(=O)C1=NN(C(=CC1=O)C)C1=CC=CC=C1)C=CC=N2 (S)-N-(5-ethyl-4-oxo-2,3,4,5-tetrahydro-pyrido[3,2-b][1,4]oxazepin-3-yl)-6-methyl-4-oxo-1-phenyl-1,4-dihydro-pyridazine-3-carboxamide